Cl.NCC(=O)C1=CC(=C(C=C1)OCCCS(=O)(=O)C)Cl 2-amino-1-[3-chloro-4-(3-methylsulfonylpropoxy)phenyl]ethan-1-one hydrochloride